2-{[1,3-dimethyl-2,4-dioxo-7-(pyrrolidin-1-yl)-1,2,3,4-tetrahydropyrido[2,3-d]pyrimidin-5-yl]amino}-N-(4-fluorophenyl)acetamide CN1C(N(C(C2=C1N=C(C=C2NCC(=O)NC2=CC=C(C=C2)F)N2CCCC2)=O)C)=O